FC(C=1C=C(C=C(C1)C(F)(F)F)C1=NN(C=N1)/C=C(/C(=O)OC(C)C)\C=1C=NC=C(C1)F)(F)F isopropyl (E)-3-(3-(3,5-bis(trifluoro-methyl)phenyl)-1H-1,2,4-triazol-1-yl)-2-(5-fluoropyridin-3-yl)acrylate